O=C(C(=O)O)N1C(CCCC1)C=1C=C2C3(C(NC2=CC1)=O)CC3 2-Oxo-2-(2-(2'-oxospiro[cyclopropane-1,3'-indoline]-5'-yl)piperidin-1-yl)acetic acid